β-(3,4-epoxycyclohexyl)ethyl-ethoxydiisopropylsilane C1(CC2C(CC1)O2)CC[Si](C(C)C)(C(C)C)OCC